tert-butyl 4-(4-amino-2-fluoro-phenyl)-3,6-dihydro-2H-pyridine-1-carboxylate NC1=CC(=C(C=C1)C=1CCN(CC1)C(=O)OC(C)(C)C)F